N-nicotinoyl-O-(cis-3-(2-(5,6,7,8-tetrahydro-1,8-naphthyridin-2-yl)ethyl)cyclobutyl)-D-homoserine C(C1=CN=CC=C1)(=O)N[C@H](CCO[C@@H]1C[C@@H](C1)CCC1=NC=2NCCCC2C=C1)C(=O)O